(2S,5'R)-7-chloro-3',4-dimethoxy-5'-methyl-6-(8-methyl-1-oxa2,8-diazaspiro[4.5]dec-2-en-3-yl)spiro[benzofuran-2,4'-cyclohex-2-ene]-1',3-dione ClC1=C(C=C(C=2C([C@]3(C(=CC(C[C@H]3C)=O)OC)OC21)=O)OC)C2=NOC1(C2)CCN(CC1)C